(S)-2-((5-(3-fluoro-4-(2-oxopyrrolidin-1-yl)phenyl)-4-isopropylpyridin-2-yl)amino)-6,6a,7,8-tetrahydro-9H-pyrido[2,3-b]pyrrolo[1,2-d][1,4]oxazin-9-one FC=1C=C(C=CC1N1C(CCC1)=O)C=1C(=CC(=NC1)NC1=CC2=C(OC[C@H]3N2C(CC3)=O)N=C1)C(C)C